C1(=CC=CC=C1)C(=NC1=CN=CC2=CC(=CC=C12)F)C1=CC=CC=C1 N-(diphenylmethylene)-7-fluoroisoquinolin-4-amine